3-(trimethoxysilyl)-N-(3-(trimethoxysilyl)propyl)-N-(3-(1-(3-(trimethoxysilyl)propyl)-1H-1,2,4-Triazol-3-yl)propyl)propan-1-amine CO[Si](CCCN(CCCC1=NN(C=N1)CCC[Si](OC)(OC)OC)CCC[Si](OC)(OC)OC)(OC)OC